FC1=NC=CC(=C1)NC(=O)N1CCC(CC1)C(C)(C)S(=O)(=O)C1=CC(=NN1C)C(F)(F)F N-(2-fluoro-pyridin-4-yl)-4-(2-((1-methyl-3-(trifluoro-methyl)-1H-pyrazol-5-yl)sulfonyl)propan-2-yl)piperidine-1-carboxamide